BrC1=NN(C=2C1=NC=C(C2)C(=O)OC)C2CCCC2 methyl 3-bromo-1-cyclopentyl-1H-pyrazolo[4,3-b]pyridine-6-carboxylate